2-(3-(trifluoromethyl)phenyl)pyridin-3-amine FC(C=1C=C(C=CC1)C1=NC=CC=C1N)(F)F